(2S,4R)-ethyl 1-((S)-2-((tert-butoxycarbonyl)amino)-3,3-dimethylbutanoyl)-4-hydroxypyrrolidine-2-carboxylate C(C)(C)(C)OC(=O)N[C@H](C(=O)N1[C@@H](C[C@H](C1)O)C(=O)OCC)C(C)(C)C